7a-(4-bromophenyl)-4-methoxy-7-phenyl-6-(piperidin-1-ylmethyl)-5,6,7,7a-tetrahydro-4bH-cyclopenta[4,5]furo[2,3-c]pyridine-4b,5-diol BrC1=CC=C(C=C1)C12C(C3=C(C=NC=C3OC)O1)(C(C(C2C2=CC=CC=C2)CN2CCCCC2)O)O